2-amino-N,N'-bis[(9Z,12Z)-octadeca-9,12-dienyl]pentanediamide NC(C(=O)NCCCCCCCC\C=C/C\C=C/CCCCC)CCC(=O)NCCCCCCCC\C=C/C\C=C/CCCCC